N'-[(2S,3R)-2-{[3-(4,6-dimethylpyridin-2-yl)-2-fluorophenyl]methyl}-4,4-difluoro-1-(1-hydroxycyclobutane-1-carbonyl)-pyrrolidin-3-yl]-N,N-dimethylsulfuric diamide CC1=CC(=NC(=C1)C)C=1C(=C(C=CC1)C[C@@H]1N(CC([C@@H]1NS(N(C)C)(=O)=O)(F)F)C(=O)C1(CCC1)O)F